3-azaspiro[5.5]undecane-9-carboxamide C1CNCCC12CCC(CC2)C(=O)N